N,2-dimethylbutane-2-amine CNC(C)(CC)C